C(C)N(CC(=O)O)C1=CC=C(C=C1)C ethyl-(4-methylphenyl)glycine